C(#N)CN1N=C(C=C1)C(=O)O 1-(cyanomethyl)-1H-pyrazole-3-carboxylic acid